5-((2-(4-((3-cyano-4-(trifluoromethoxy)benzyl)amino)butoxy)ethyl)amino)benzo[c][2,6]naphthyridine-8-carboxamide C(#N)C=1C=C(CNCCCCOCCNC2=NC3=C(C4=CN=CC=C24)C=CC(=C3)C(=O)N)C=CC1OC(F)(F)F